N1=CC=C(C=C1)C1CC2(OCCO2)CCC1=O 7-(pyridin-4-yl)-1,4-dioxaspiro[4.5]decan-8-one